ClC=1C=C(N[C@@H](C(=O)N2[C@@H]3CC([C@H]([C@H]2C(=O)N[C@@H](C[C@H]2C(NCCC2)=O)C#N)CC3)(F)F)C)C=CC1 (1S,3S,4S)-2-[(2R)-2-(3-Chloroanilino)propanoyl]-N-[(1S)-1-cyano-2-[(3S)-2-oxo-3-piperidyl]ethyl]-5,5-difluoro-2-azabicyclo[2.2.2]octane-3-carboxamide